FC1=C(C=CC=C1)[C@H]1CCC=2N1N=C(N2)C(=O)N[C@@H]2C(N(C=1N(CC2)N=CC1)C)=O (R)-5-(2-Fluorophenyl)-N-((S)-4-methyl-5-oxo-5,6,7,8-tetrahydro-4H-pyrazolo[1,5-a][1,3]diazepin-6-yl)-6,7-dihydro-5H-pyrrolo[1,2-b][1,2,4]triazol-2-carboxamid